COC(CCC1=C(C=CC(=C1)C)S(=O)(=O)[O-])(CCC1=C(C=CC(=C1)C)S(=O)(=O)[O-])C 3-methoxy-3-methylpentane-1,5-diylbis(4-methylbenzenesulfonate)